C1(CCCCC1)NC(=O)NC=1C=C2C=C(C(=NC2=CC1)C1=CC=CC=C1)C1=CC=CC=C1 1-cyclohexyl-3-(2,3-diphenylquinolin-6-yl)urea